CC1=CC=C(C=C1)S(=O)(=O)OC=1C2=C(N=C(N1)OCC13CCCN3CCC1)CN(CC2)C2=CC=CC1=CC=CC(=C21)Br 7-(8-bromonaphthalen-1-yl)-2-((hexahydro-1H-pyrrolizin-7a-yl)methoxy)-5,6,7,8-tetrahydropyrido[3,4-d]pyrimidin-4-yl 4-methylbenzenesulfonate